N-[2-(Pyridin-3-yl)-1,3-benzoxazol-5-yl]quinoline-2-carboxamide N1=CC(=CC=C1)C=1OC2=C(N1)C=C(C=C2)NC(=O)C2=NC1=CC=CC=C1C=C2